S(=O)(=O)(OCCOS(=O)(=O)C1=CC=C(C)C=C1)C1=CC=C(C)C=C1 ethylene ditosylate